BrC1=CC(=C(C(=C1)Cl)N1CC(CN(S1(=O)=O)CC(=O)NC1C2CC3(CC(CC1C3)C2)C(=O)N)C)Cl 4-(2-(6-(4-bromo-2,6-dichlorophenyl)-4-methyl-1,1-dioxido-1,2,6-thiadiazinan-2-yl)acetamido)adamantane-1-carboxamide